(1-(3-bromo-2-methylphenyl)ethylidene)-2-methylpropane-2-sulfinamide BrC=1C(=C(C=CC1)C(C)=CC(C)(S(=O)N)C)C